tert-Butyl (5S,8R)-2-methyl-3-(((trifluoromethyl)sulfonyl)oxy)-2,4,5,6,7,8-hexahydro-5,8-epiminocyclohepta[c]pyrazole-9-carboxylate CN1N=C2C(=C1OS(=O)(=O)C(F)(F)F)C[C@@H]1CC[C@H]2N1C(=O)OC(C)(C)C